C1(=CC=CC=C1)C=1C=CC(=NC1)NC(CSC=1N(C(C2=C(N1)CCS2)=O)C2=CC=CC=C2)=O N-(5-phenyl-2-pyridinyl)-2-[(3,4,6,7-tetrahydro-4-oxo-3-phenylthieno[3,2-d]pyrimidin-2-yl)thio]-acetamide